ClCC=1SC(=CN1)F 2-(chloromethyl)-5-fluorothiazole